ClC=1C(=NC(=NC1)NC1=C(C=C(C=C1)N1CCC(CC1)N1CCN(CC1)C)OC)NC=1C=CC=C2CCNC12 5-chloro-N4-(indolin-7-yl)-N2-(2-methoxy-4-(4-(4-methylpiperazin-1-yl)piperidin-1-yl)phenyl)pyrimidine-2,4-diamine